ClC1=C(C(=CC=C1Cl)OCOC)[C@@H]1N(CC(C1)=O)C(=O)OC(C)(C)C tert-butyl (2R)-2-[2,3-dichloro-6-(methoxymethoxy)phenyl]-4-oxopyrrolidine-1-carboxylate